methyl 3,6-dimethyl-4-hydroxybenzoate CC=1C=C(C(=O)OC)C(=CC1O)C